methyl 2-[[(2R)-2-[4-(2-chloro-4-fluoro-phenyl)-2-oxo-chromen-7-yl]oxypropanoyl]amino]pyridine-4-carboxylate ClC1=C(C=CC(=C1)F)C1=CC(OC2=CC(=CC=C12)O[C@@H](C(=O)NC1=NC=CC(=C1)C(=O)OC)C)=O